[Br-].C(C)[N+]1(CCCC1)C 1-ethyl-1-methyl-pyrrolidinium bromide